NCCCNCCNCCCN 1,2-bis(3-aminoprop-ylamino)ethane